ClC1=C2C(=C(NC2=CC=C1F)C(=O)N1CCN(CC1)C(CN1CC(C1)OC)=O)F 1-(4-(4-chloro-3,5-difluoro-1H-indole-2-carbonyl)piperazin-1-yl)-2-(3-methoxyazetidin-1-yl)ethan-1-one